C(CCCCCCCCCCCCCCC(C)C)(=O)O.C(C(C)O)O Propyleneglycol isostearate